BrC1=CC(=C(C=C1)CN(C(OC(C)(C)C)=O)C)F tert-butyl N-[(4-bromo-2-fluoro-phenyl)methyl]-N-methyl-carbamate